FC1=C(C=CC(=C1)S(=O)(=O)C)C=1C2=C(N=CN1)NC(=C2)C2=CC=C(CCN1CCC3(CN(C3)C(C=C)=O)CC1)C=C2 1-(7-(4-(4-(2-fluoro-4-(methylsulfonyl)phenyl)-7H-pyrrolo[2,3-d]pyrimidin-6-yl)phenethyl)-2,7-diazaspiro[3.5]non-2-yl)prop-2-en-1-one